2,6-Dichloro-4-(1-methyl-4-(4-methyl-4H-1,2,4-triazol-3-yl)-1H-pyrazol-5-yl)pyridine ClC1=NC(=CC(=C1)C1=C(C=NN1C)C1=NN=CN1C)Cl